FC1=CC=C(CN2C(CC3=CC(=C(C=C23)C)NC(CC(C)(C)C)=O)=O)C=C1 N-(1-(4-fluorobenzyl)-6-methyl-2-oxoindolin-5-yl)-3,3-dimethylbutanamide